CC(C(=O)O)C(=O)C=1SC=C(C1)C1=CNC2=CC=C(C=C12)F.NCC=1C=C(C[C@H](N)C(=O)O)C=CC1 3-aminomethyl-L-Phenylalanine methyl-3-(4-(5-fluoro-1H-indol-3-yl)thiophen-2-yl)-3-oxopropanoate